Nε-formyl-L-lysine C(=O)NCCCC[C@H](N)C(=O)O